N-(5-bromo-6-methylpyridin-2-yl)methacrylamide BrC=1C=CC(=NC1C)NC(C(=C)C)=O